6-fluoro-N-(piperidin-4-yl)quinolin-4-amine hydrochloride Cl.FC=1C=C2C(=CC=NC2=CC1)NC1CCNCC1